6-(CYCLOPROPYLAMINO)PYRIDINE-2-BORONIC ACID C1(CC1)NC1=CC=CC(=N1)B(O)O